ClC=1SC(=CN1)C(CSC1=NC(=C(C(N1C)=O)C1=CC=CC=C1)O)=O 2-[2-(2-chlorothiazol-5-yl)-2-oxoethyl]Sulfanyl-6-hydroxy-3-methyl-5-phenylpyrimidin-4-one